{1-[1-(3-fluoro-4-quinolin-8-ylbenzoyl)piperidin-4-yl]-3-[4-(7H-pyrrolo[2,3-d]pyrimidin-4-yl)-1H-pyrazol-1-yl]azetidin-3-yl}acetonitrile FC=1C=C(C(=O)N2CCC(CC2)N2CC(C2)(N2N=CC(=C2)C=2C3=C(N=CN2)NC=C3)CC#N)C=CC1C=1C=CC=C3C=CC=NC13